2-[6-[4-(1,4-diazacycloheptan-1-yl)phenyl]-4-fluoro-1-oxo-isoindolin-2-yl]-2-(6,7-dihydro-5H-pyrrolo[1,2-c]imidazol-1-yl)-N-thiazol-2-yl-acetamide N1(CCNCCC1)C1=CC=C(C=C1)C1=CC(=C2CN(C(C2=C1)=O)C(C(=O)NC=1SC=CN1)C1=C2N(C=N1)CCC2)F